ClC1=CC=C(CN2C(=CC3=CC=CC=C23)C=O)C=C1 1-(4-chlorobenzyl)-1H-indole-2-carbaldehyde